COC1=CC=C(CNC(=O)C2OC(CC2)=O)C=C1 N-(4-methoxybenzyl)-5-oxotetrahydrofuran-2-carboxamide